C(C)(C)(C)OC(N(C)CCOC1=CC=C(C=C1)Br)=O (2-(4-bromophenoxy)ethyl)(methyl)carbamic acid tert-butyl ester